(R)-(7-methyl-1,4-diazepan-1-yl)(5-methyl-2-(2H-1,2,3-triazol-2-yl)phenyl)methanone C[C@@H]1CCNCCN1C(=O)C1=C(C=CC(=C1)C)N1N=CC=N1